COC=1C(=NC=C(C1)C)N1C(O[C@]2(C1)C[C@@](CCC2)(C)CN2C=NC1=C2C=C(C=C1)C#N)=O 1-(((5S,7S)-3-(3-methoxy-5-methylpyridin-2-yl)-7-methyl-2-oxo-1-oxa-3-azaspiro[4.5]decane-7-yl)methyl)-1H-benzo[d]imidazole-6-carbonitrile